pyrido[3,2-b]indol-3-carboxamid N1=CC(=CC=2NC=3C=CC=CC3C21)C(=O)N